5-(2-(3-Fluoro-3-methylbutyl)oxazol-5-yl)-6-(imidazo[1,2-a]pyridin-7-yl)picolinonitril FC(CCC=1OC(=CN1)C=1C=CC(=NC1C1=CC=2N(C=C1)C=CN2)C#N)(C)C